4-(((R)-3-(2-((4-(acetyl-D-valyl)piperazin-1-yl)methyl)acrylamido)piperidin-1-yl)methyl)-N-(4-(4-morpholino-7H-pyrrolo[2,3-d]pyrimidin-6-yl)phenyl)picolinamide C(C)(=O)N[C@H](C(C)C)C(=O)N1CCN(CC1)CC(C(=O)N[C@H]1CN(CCC1)CC1=CC(=NC=C1)C(=O)NC1=CC=C(C=C1)C1=CC2=C(N=CN=C2N2CCOCC2)N1)=C